(R)-1-(1-acryloylpiperidine-3-yl)-4-amino-N-(2-(difluoromethoxy)-4-(2-(dimethylamino)-2-oxoethyl)phenyl)-1H-pyrazolo[3,4-d]pyrimidine-3-carboxamide C(C=C)(=O)N1C[C@@H](CCC1)N1N=C(C=2C1=NC=NC2N)C(=O)NC2=C(C=C(C=C2)CC(=O)N(C)C)OC(F)F